NC1=NC=CC2=C1C(=NN2C2CC2)C2=CC(=C(C=C2)NC(=O)NC2=CC(=NO2)C(C)(C)C)F 1-(4-(4-amino-1-cyclopropyl-1H-pyrazolo[4,3-c]pyridin-3-yl)-2-fluorophenyl)-3-(3-(tert-butyl)isoxazol-5-yl)urea